5-[4-(6-cyclopropoxypyridin-2-yl)-1,2,3-triazol-1-yl]-1-oxo-3H-isoindol-2-ylpiperidine-2,6-dione C1(CC1)OC1=CC=CC(=N1)C=1N=NN(C1)C=1C=C2CN(C(C2=CC1)=O)N1C(CCCC1=O)=O